C1(CC1)C=1N=NN(C1)[C@H](C(=O)N1[C@@H](C[C@H](C1)O)C(=O)N[C@H]1[C@@H](C1)C=1C=NN(C1)C1=CC=CC=C1)C(C)(C)C (2S,4r)-1-[(2S)-2-(4-cyclopropyl-triazol-1-yl)-3,3-dimethyl-butyryl]-4-hydroxy-N-[(1r,2S)-2-(1-phenylpyrazol-4-yl)cyclopropyl]pyrrolidine-2-carboxamide